S(=O)(=O)(O)C1=CC=C(C)C=C1.CN(C1C(N(C(C1)=O)[C@@H](C(=O)NCC1=C(C=CC=C1)F)C)=O)C (2R)-2-(3-(dimethylamino)-2,5-dioxopyrrolidin-1-yl)-N-(2-fluorobenzyl)propionamide tosylate